BrC1=C(C=C2C(=NC(N(C2=C1)C1=C(C=CC=C1CC)CC)=O)N1[C@H](CN(CC1)C(=O)OC(C)(C)C)C)Cl (S)-tert-Butyl 4-(7-bromo-6-chloro-1-(2,6-diethylphenyl)-2-oxo-1,2-dihydroquinazolin-4-yl)-3-methylpiperazine-1-carboxylate